5-(4-fluorophenyl)-3-methylenedihydrofuran-2(3H)-one FC1=CC=C(C=C1)C1CC(C(O1)=O)=C